[Br-].C[N+](C)(C)C tetramethylammonium bromide salt